2-chloro-9-(2-methyl-6-(naphthalen-2-yl)phenyl)-9H-carbazole ClC1=CC=2N(C3=CC=CC=C3C2C=C1)C1=C(C=CC=C1C1=CC2=CC=CC=C2C=C1)C